2-((4-amino-3-(3-methyl-1H-indazol-6-yl)-1H-pyrazolo[3,4-d]pyrimidin-1-yl)methyl)-3-phenyl-4H-chromen-4-one NC1=C2C(=NC=N1)N(N=C2C2=CC=C1C(=NNC1=C2)C)CC=2OC1=CC=CC=C1C(C2C2=CC=CC=C2)=O